3-fluoro-2-(2-fluoro-6-methoxyphenyl)isonicotinamide FC1=C(C(=O)N)C=CN=C1C1=C(C=CC=C1OC)F